The molecule is an acyl-CoA(4-) obtained by deprotonation of the phosphate and diphosphate groups of oscr#28-CoA; major species at pH 7.3. It is a conjugate base of an oscr#28-CoA. C[C@H]1[C@@H](C[C@H]([C@@H](O1)OCCCCCCCCCCCCCCCC(=O)SCCNC(=O)CCNC(=O)[C@@H](C(C)(C)COP(=O)([O-])OP(=O)([O-])OC[C@@H]2[C@H]([C@H]([C@@H](O2)N3C=NC4=C(N=CN=C43)N)O)OP(=O)([O-])[O-])O)O)O